C(C)OC(COC1=NC=CC(=C1)N1C2CNCC1CC2)OCC 8-[2-(2,2-diethoxyethoxy)-4-pyridinyl]-3,8-diazabicyclo[3.2.1]octane